6-[4-[(3,4-Dimethoxyphenyl)-(4-pyridyl)methyl]piperidine-1-carbonyl]-4H-1,4-benzoxazin-3-one COC=1C=C(C=CC1OC)C(C1CCN(CC1)C(=O)C=1C=CC2=C(NC(CO2)=O)C1)C1=CC=NC=C1